CC1=CC=C(C=C1)S(=O)(=O)N 4-methyl-phenyl-sulfonamide